(2R)-2-benzyl-4,4,4-trifluoro-N-(8-fluoro-4-methyl-3-quinolyl)-2-methyl-butanamide C(C1=CC=CC=C1)[C@@](C(=O)NC=1C=NC2=C(C=CC=C2C1C)F)(CC(F)(F)F)C